N-methyl-2-[3-((E)-2-pyridin-2-yl-vinyl)-1H-indol-6-ylsulfonyl]-benzamide CNC(C1=C(C=CC=C1)S(=O)(=O)C1=CC=C2C(=CNC2=C1)\C=C\C1=NC=CC=C1)=O